8-methoxy-3-(4-(trifluoromethoxy)phenyl)-2-(trifluoromethyl)-4H-pyrimido[1,2-a]pyrimidin-4-one COC1=NC=2N(C(C(=C(N2)C(F)(F)F)C2=CC=C(C=C2)OC(F)(F)F)=O)C=C1